N[C@@H](COC(=O)C=[N+]=[N-])C(=O)O azaserine